NC=1C(=NC=C(C1)C(F)(F)F)C=1C=C2CCN(C(C2=CC1)=O)C=1C=CC(=C(C1)NS(=O)(=O)C)OCOCCOC N-(5-(6-(3-amino-5-(trifluoromethyl)pyridin-2-yl)-1-oxo-3,4-dihydroisoquinolin-2(1H)-yl)-2-((2-methoxyethoxy)methoxy)phenyl)methanesulfonamide